2-({(1S)-6-chloro-2-[4-(trifluoromethyl)-1,3,5-triazin-2-yl]-2,3,4,9-tetrahydro-1H-pyrido[3,4-b]indol-1-yl}methyl)propane-1,3-diol ClC=1C=C2C3=C(NC2=CC1)[C@@H](N(CC3)C3=NC=NC(=N3)C(F)(F)F)CC(CO)CO